morpholine-2-yl-methanol N1CC(OCC1)CO